ClC1=C(C=C(C=C1)F)C1=CC=C(N=N1)NC1C[C@@H]2[C@@H](CN(C2)C2(CC2)C2CCOCC2)C1 (3aR,5s,6aS)-N-(6-(2-chloro-5-fluorophenyl)pyridazin-3-yl)-2-(1-(tetrahydro-2H-pyran-4-yl)cyclopropyl)octahydrocyclopenta[c]pyrrol-5-amine